O=C1NC(CCC1N1C(C2=CC=CC(=C2C1)/C=C/CNC(OC(C)(C)C)=O)=O)=O tert-Butyl (E)-(3-(2-(2,6-dioxopiperidin-3-yl)-1-oxoisoindolin-4-yl)allyl)carbamate